C(CCCCCCC)=O 1-octan-one